[Cl-].C[N+](CCC[NH3+])(C)C.[Cl-] N1,N1,N1-trimethylpropane-1,3-diaminium chloride